O([Si](C1=CC=CC=C1)(C1=CC=CC=C1)C(C)(C)C)C(C)C=1SC(=CN1)S(=O)(=O)Cl 2-(1-(tert-butyldiphenylsiloxy)ethyl)thiazole-5-sulfonyl chloride